4-(3-(6-((2s,6r)-2,6-dimethylmorpholino)pyridin-2-yl)cyclobutyl)pyridine C[C@@H]1O[C@@H](CN(C1)C1=CC=CC(=N1)C1CC(C1)C1=CC=NC=C1)C